hydroxyl-diphosphonate OP(=O)([O-])OP(=O)[O-]